N-(3-aminopropyl)imidazole hydroiodide I.NCCCN1C=NC=C1